6-(4-(benzyloxy)-6-fluorobenzofuran-2-yl)-2-methoxyimidazo[2,1-b][1,3,4]thiadiazole C(C1=CC=CC=C1)OC1=CC(=CC2=C1C=C(O2)C=2N=C1SC(=NN1C2)OC)F